O1C=CC=2C(=NC=CC21)N2N=C(N=C2N)N 1-(furo[3,2-c]Pyridin-4-yl)-1H-1,2,4-triazole-3,5-diamine